3-Methoxy-7-(6-methyl-3-{1-[(2-methyltetrahydrofuran-2-yl)methyl]-1H-pyrazol-4-yl}pyridin-2-yl)cinnolin COC=1N=NC2=CC(=CC=C2C1)C1=NC(=CC=C1C=1C=NN(C1)CC1(OCCC1)C)C